O=C1NC(CCC1C1=CC=C2C=CC(=CC2=C1)S(=O)(=O)F)=O 7-(2,6-dioxopiperidin-3-yl)naphthalene-2-sulfonyl fluoride